OC[C@H]1NCCCC[C@@H](C1)C#N (2S,4S)-2-(Hydroxymethyl)azocane-4-carbonitrile